COC(C(C=O)(F)F)=O 2,2-difluoro-3-oxopropionic acid methyl ester